phenyl-ethylbarbiturate C1(=CC=CC=C1)C1(C(NC(NC1=O)=O)=O)CC